C(C)(C)(C)N1C(N(C2=CC=3C(=NN=C(C3C=C21)N[C@H](C)C2=CC(=CC=C2)C(C(C)(C)O)(F)F)C)C)=O 3-tert-butyl-1,8-dimethyl-5-[[(1R)-1-[3-(1,1-difluoro-2-hydroxy-2-methyl-propyl)phenyl]ethyl]amino]imidazo[4,5-g]phthalazin-2-one